(1r,3s,5s)-3-(5-(benzyloxy)-2-methylbenzofuran-3-carboxamido)-8-azabicyclo[3.2.1]octane-8-carboxylic acid tert-butyl ester C(C)(C)(C)OC(=O)N1[C@H]2CC(C[C@@H]1CC2)NC(=O)C2=C(OC1=C2C=C(C=C1)OCC1=CC=CC=C1)C